3-(2-dimethylaminophenoxy)-N-(3-(S-methylsulfonimidoyl)phenyl)-6-(trifluoromethyl)pyridazine-4-carboxamide CN(C1=C(OC=2N=NC(=CC2C(=O)NC2=CC(=CC=C2)S(=O)(=N)C)C(F)(F)F)C=CC=C1)C